ClC1=CC=C(C=C1)CN1C([C@H](CS(C2=C1C=C(C(=C2)F)C2=NC(=NO2)CC(F)(F)F)(=O)=O)NC(OC(C)(C)C)=O)=O tert-butyl N-[(3R)-5-[(4-chlorophenyl)methyl]-8-fluoro-1,1,4-trioxo-7-[3-(2,2,2-trifluoroethyl)-1,2,4-oxadiazol-5-yl]-2,3-dihydro-1λ6,5-benzothiazepin-3-yl]carbamate